CC=1N=C2N(C=C(C=C2C)NC(=O)N2CCC=3C2=NC=CC3N3CC2(CC3)OCCN(C2)C(=O)OC(C)(C)C)C1 tert-butyl 2-(1-((2,8-dimethylimidazo[1,2-a]pyridin-6-yl) carbamoyl)-2,3-dihydro-1H-pyrrolo[2,3-b]pyridin-4-yl)-6-oxa-2,9-diazaspiro[4.5]decane-9-carboxylate